C(C)OC([C@@H](NC(CNC(CC[C@@H]1[C@H](O)[C@@H](O)[C@H](O)[C@H](O1)CO)=O)=O)CC1=CC=CC=C1)=O 3-(α-D-Glucopyranosyl)propionyl-L-glycyl-L-phenylalanine ethyl ester